bis(n-propylcyclopentadienyl)magnesium CCCC1=CC=C[CH]1.CCCC1=CC=C[CH]1.[Mg]